[V].[Ta].FC1=CC(=C2CCCC2=C1F)OC1=C(C(=O)NC=2C=NC=CC2)C(=CC(=C1)C(F)(F)F)F ((6,7-difluoro-2,3-dihydro-1H-inden-4-yl)oxy)-6-fluoro-N-(pyridin-3-yl)-4-(trifluoromethyl)benzamide tantalum-vanadium